NC=1C=C2C(=CNC2=CC1)C(CNC1C(N(CC1)CC1=CC=C(C=C1)F)=O)=O 3-((2-(5-amino-1H-indol-3-yl)-2-oxoethyl)amino)-1-(4-fluorobenzyl)2-oxopyrrolidine